ClC1=CC(=C(C2=C1O[C@](O2)(C)[C@@H]2CC[C@H](CC2)N(C)C)C)C(=O)O (R)-7-chloro-2-(trans-4-(dimethylamino)cyclohexyl)-2,4-dimethylbenzo[d][1,3]dioxole-5-carboxylic acid